FC(COS(=O)(=O)C(F)(F)F)(C)F.FC(CN1CCN(CC1)C(=O)OC(C)(C)C)(C)F tert-butyl 4-(2,2-difluoropropyl)piperazin-1-carboxylate 2,2-Difluoropropyl-trifluoromethanesulfonate